C(NC(=O)NC1C(NC(N1CO)=O)=O)NC(=O)NC1C(NC(N1CO)=O)=O 1,1'-methylene-bis(3-(1-hydroxymethyl-2,4-dioxoimidazolidin-5-yl)urea)